7,7-Dibromo-2-[(2,4-dimethoxyphenyl)methyl]-2-azabicyclo[4.1.0]heptan-3-one BrC1(C2CCC(N(C12)CC1=C(C=C(C=C1)OC)OC)=O)Br